2-cyano-N-(2,4-dichloro-5-methoxyphenyl)-3-(4-methoxy-3-(3-(4-methyl-piperazin-1-yl)-propoxy)-phenylamino)-acrylamide C(#N)C(C(=O)NC1=C(C=C(C(=C1)OC)Cl)Cl)=CNC1=CC(=C(C=C1)OC)OCCCN1CCN(CC1)C